N-hydroxy-4-((4-(methyl-(2-methyl-4-quinazolinyl)amino)phenoxy)methyl)benzamide ONC(C1=CC=C(C=C1)COC1=CC=C(C=C1)N(C1=NC(=NC2=CC=CC=C12)C)C)=O